1-(1H-1,3-benzodiazol-2-yl)-2-{[2-(7-{[(3-fluoropyridin-2-yl)methyl]amino}-[1,3]thiazolo[5,4-d]pyrimidin-2-yl)ethyl]amino}ethan-1-ol N1C(=NC2=C1C=CC=C2)C(CNCCC=2SC=1N=CN=C(C1N2)NCC2=NC=CC=C2F)O